2,4-dichloro-6-(3,5-dimethoxyphenyl)-7-nitroquinazoline ClC1=NC2=CC(=C(C=C2C(=N1)Cl)C1=CC(=CC(=C1)OC)OC)[N+](=O)[O-]